(4-((1,1-Dioxidothietan-3-yl)oxy)phenyl)boronic acid O=S1(CC(C1)OC1=CC=C(C=C1)B(O)O)=O